potassium 7-[[4-[2-fluoro-4-[[1-[(3-chlorophenyl)carbamoyl]cyclopropanecarbonyl]amino]phenoxy]-6-methoxy-7-quinolyl]oxy]heptanoate FC1=C(OC2=CC=NC3=CC(=C(C=C23)OC)OCCCCCCC(=O)[O-])C=CC(=C1)NC(=O)C1(CC1)C(NC1=CC(=CC=C1)Cl)=O.[K+]